Cl.S1C=NC2=C1C=C(C=C2)C2=NC(=NC=C2F)NC2=NC=C(C=C2)N2CCNCC2 4-(benzothiazol-6-yl)-5-fluoro-N-(5-(piperazin-1-yl)pyridin-2-yl)pyrimidin-2-amine hydrochloride